The molecule is an organic monosodium salt of gold thiomalic acid, comprising a sodium cation and a monovalent aurothiomalate anion. It is a gold coordination entity and an organic sodium salt. C(C(C(=O)[O-])[S-])C(=O)O.[Na+].[Au+]